6-hydroxy-5-oxo-4-((tetrahydrofuran-3-yl)methyl)-4,5-dihydrothieno[3,2-b]pyridine-7-carboxylic acid OC1=C(C2=C(N(C1=O)CC1COCC1)C=CS2)C(=O)O